OC(C(=O)N1CC2=C(N=C(NC2=O)C2(CC2)C=2SC=CC2)CC1)C1=CC(=CC=C1)C(C)C 6-(2-hydroxy-2-(3-isopropylphenyl)acetyl)-2-(1-(thiophen-2-yl)cyclopropyl)-5,6,7,8-tetrahydropyrido[4,3-d]pyrimidin-4(3H)-one